8-((1S,2S)-2-(4-(2,2-difluoroethoxy)phenyl)cyclopropyl)-6-(2,4-dimethoxypyrimidin-5-yl)imidazo[1,2-b]pyridazine FC(COC1=CC=C(C=C1)[C@@H]1[C@H](C1)C=1C=2N(N=C(C1)C=1C(=NC(=NC1)OC)OC)C=CN2)F